3-ethyl-benzothiazol C(C)N1CSC2=C1C=CC=C2